C1(=CC=CC=C1)/N=C/C1=CC=CC=C1 (E)-N,1-diphenylmethanimine